COC1=C(CCN)C=C(C(=C1)SCC)OC 2,5-dimethoxy-4-ethylsulfanylphenethylamine